1-[2-(2,6-dioxo-3-piperidyl)-1-oxo-isoindolin-5-yl]Azetidine-3-carboxylic acid methyl ester COC(=O)C1CN(C1)C=1C=C2CN(C(C2=CC1)=O)C1C(NC(CC1)=O)=O